(Z)-4-hydroxy-16-phenyl-7,10,11,16-tetrahydro-6,17-methanobenzo[k]pyrido[1,2-b][1,2,5]triazacyclotridecine-3,5-dione OC=1C(C=CN2N3C(C4=C(CC\C=C/CN(C(C21)=O)C3)C=CC=C4)C4=CC=CC=C4)=O